syn-3-[3-dimethylaminomethyl-4-hydroxy-1-(3-phenyl-propyl)-piperidin-4-yl]-benzamide hydrochloride Cl.CN(C)CC1CN(CCC1(O)C=1C=C(C(=O)N)C=CC1)CCCC1=CC=CC=C1